[K+].C(CC)C=C(C(=O)[O-])C 3-propylmethacrylate potassium salt